(S)-2-amino-5-(2-chloro-4-(2-(3-ethylphenyl)-2-hydroxyacetamido)phenyl)-N-isopropylnicotinamide NC1=C(C(=O)NC(C)C)C=C(C=N1)C1=C(C=C(C=C1)NC([C@@H](O)C1=CC(=CC=C1)CC)=O)Cl